Cyanooxyethylbenzene C(#N)OCCC1=CC=CC=C1